C(C)(C)(C)C1=CC=C(C=C1)C1=NN=C(O1)C1=CC2=C(C=C1)C1=CC=C(C=C1C21C2=CC=C(C=C2C=2C=C(C=CC12)N(C1=CC=CC=C1)C1=CC=CC=C1)N(C1=CC=CC=C1)C1=CC=CC=C1)C=1OC(=NN1)C1=CC=C(C=C1)C(C)(C)C 2',7'-bis(5-(4-(tert-butyl)phenyl)-1,3,4-oxadiazol-2-yl)-N3,N3,N6,N6-tetraphenyl-9,9'-spirobi[fluorene]-3,6-diamine